N-[2-(p-tert-butylbenzenesulfonyloxy)phenyl]-N'-[3-(p-tert-butylbenzenesulfonyloxy)phenyl]urea C(C)(C)(C)C1=CC=C(C=C1)S(=O)(=O)OC1=C(C=CC=C1)NC(=O)NC1=CC(=CC=C1)OS(=O)(=O)C1=CC=C(C=C1)C(C)(C)C